The molecule is a 1-alkyl-2-acetyl-3-acyl-sn-glycerol in which the alkyl and acyl groups are specified as palmityl and palmitoyl. It derives from a 1-O-palmityl-2-acetyl-sn-glycerol and a hexadecanoic acid. CCCCCCCCCCCCCCCCOC[C@H](COC(=O)CCCCCCCCCCCCCCC)OC(=O)C